[O-]S(=O)(=O)C(F)(F)F.C(CCC)[N+]1=CC(=CC=C1)CC 1-Butyl-3-ethylpyridinium triflat